3-{3-[(tert-butyldimethylsilyl)oxy]propoxy}-4-nitro-1-(oxan-4-yl)pyrazole [Si](C)(C)(C(C)(C)C)OCCCOC1=NN(C=C1[N+](=O)[O-])C1CCOCC1